C1(CC1)N1C[C@H](N(C[C@H]1C)C1CCN(CC1)C1=C(C=C(C(=C1)OC)NC1=NC=NC(=C1)N1OCC[C@@H]1C1=CC(=CC(=C1)F)F)NC(C=C)=O)C N-(2-(4-((2R,5R)-4-cyclopropyl-2,5-dimethylpiperazine-1-yl)piperidine-1-yl)-5-((6-((R)-3-(3,5-difluorophenyl)isoxazolidine-2-yl)pyrimidine-4-yl)amino)-4-methoxyphenyl)acrylamide